C1(=C(C=CC=C1)N=C(NNC(N)=NC1=C(C=CC=C1)C)N)C di-o-tolylbiguanidine